6-nitro-pyridin-3-amine [N+](=O)([O-])C1=CC=C(C=N1)N